(R)-2-(4-hydroxyphenoxy)propionic acid OC1=CC=C(O[C@@H](C(=O)O)C)C=C1